1-(pyridin-2-ylmethyl)-1H-indole-5-carbonitrile N1=C(C=CC=C1)CN1C=CC2=CC(=CC=C12)C#N